Tert-butyl 3-(acetoxy (4-fluoro-2-(trifluoromethyl) phenyl) methyl)-5,6-dihydroimidazo[1,2-a]pyrazine-7(8H)-carboxylate C(C)(=O)OC(C1=CN=C2N1CCN(C2)C(=O)OC(C)(C)C)C2=C(C=C(C=C2)F)C(F)(F)F